((4-fluorophenyl)(1H-imidazol-4-yl)methyl)-4-methoxyaniline FC1=CC=C(C=C1)C(C=1N=CNC1)NC1=CC=C(C=C1)OC